trans-N-(6-(1-methyl-1H-imidazol-5-yl)isoquinolin-3-yl)-4-morpholinylcyclohexane-1-carboxamide CN1C=NC=C1C=1C=C2C=C(N=CC2=CC1)NC(=O)[C@@H]1CC[C@H](CC1)N1CCOCC1